4-acetamido-N-(2-(dimethylamino)ethyl)-5-[131I]iodo-2-methoxybenzamide C(C)(=O)NC1=CC(=C(C(=O)NCCN(C)C)C=C1[131I])OC